cumene-propanol CC(C)C1=CC=CC=C1CCCO